1-benzyl-4-(2-cyclopropyl-7-methoxybenzofuran-4-yl)pyridin-2(1H)-one C(C1=CC=CC=C1)N1C(C=C(C=C1)C1=CC=C(C2=C1C=C(O2)C2CC2)OC)=O